2-(4-bromo-7-(trifluoromethyl)-1H-indazol-1-yl)acetonitrile BrC1=C2C=NN(C2=C(C=C1)C(F)(F)F)CC#N